ClC1=C(C=C(OCC(=O)NC23CC(C2)(C3)NC3=NC=CC(=N3)C3=CC=C(C=C3)Cl)C=C1)F 2-(4-chloro-3-fluorophenoxy)-N-(3-{[4-(4-chlorophenyl)pyrimidin-2-yl]amino}bicyclo[1.1.1]pentan-1-yl)acetamide